5-chloro-2-(pyridin-4-yl)pyrido[3,4-d]Pyrimidin-4-ol ClC1=CN=CC=2N=C(N=C(C21)O)C2=CC=NC=C2